F[C@H]1CN(C[C@H]1NC1=NC=C(C=2N=CN(C(C21)=O)C)C2=NC=C(C=C2)C(F)(F)F)C(=O)OC(C)(C)C tert-butyl (3S,4R)-3-fluoro-4-((3-methyl-4-oxo-8-(5-(trifluoromethyl)pyridin-2-yl)-3,4-dihydropyrido[4,3-d]pyrimidin-5-yl)amino)pyrrolidine-1-carboxylate